4-(3-hydroxy-4-{5-[methyl-(piperidin-4-yl)amino][1,3]thiazolo[5,4-d][1,3]thiazol-2-yl}phenyl)-1-methylpyridin-2(1H)-one hydrochloride Cl.OC=1C=C(C=CC1C=1SC=2N=C(SC2N1)N(C1CCNCC1)C)C1=CC(N(C=C1)C)=O